N[C@@H](CNC(O)=O)CC1=CC=CC=C1.NC(=NS(=O)(=O)C1=CC=C(C=C1)C)C1=CC=C(C=C1)Br N-[amino(4-bromophenyl)methylene]-4-(methyl)benzenesulfonamide (2R)-2-Amino-3-phenylpropylcarbamat